C1CCC2=CC(=CC=C12)N1C(NC=2C1=NC=CC2)=O 3-(2,3-dihydro-1H-inden-5-yl)-1H-imidazo[4,5-b]pyridin-2(3H)-one